OCCOC(NS(=O)(=O)C=1SC(=C(C1C1=CC=C(C=C1)CN1C(=NC=C1)C(F)(F)F)C)CC(C)C)=O (5-isobutyl-4-methyl-3-(4-((2-(trifluoromethyl)-1H-imidazol-1-yl)methyl)phenyl)thiophen-2-yl)sulphonylcarbamic acid-2-hydroxyethyl ester